C1(CCCC1)OC1=C(C=C(C=C1)F)C(C)NC1=NC=2N(C=C1)N=CC2C=2C=NNC2 N-(1-(2-(cyclopentyloxy)-5-fluorophenyl)ethyl)-3-(1H-pyrazol-4-yl)pyrazolo[1,5-a]pyrimidin-5-amine